7-methoxy-2,4-dimethyl-3-p-toluenesulfonyl-2,3,4,5-tetrahydro-1H-benzo[d]azepin-1-one COC1=CC2=C(C(C(N(C(C2)C)S(=O)(=O)C2=CC=C(C)C=C2)C)=O)C=C1